COC=1C=C(C=CC1)S(=O)(=O)CCC(=O)N1CC2CCC(C1)N2C2=NC=C(C=C2)C(F)(F)F 3-(3-methoxybenzenesulfonyl)-1-{8-[5-(trifluoromethyl)pyridin-2-yl]-3,8-diazabicyclo[3.2.1]octan-3-yl}propan-1-one